1-((4aS,4bR,6aR,9S,11aS,11bR,13aS)-9-hydroxy-9,13a-dimethyloctadecahydro-1H-cyclohepta[a]phenanthren-1-yl)ethan-1-one O[C@]1(CC[C@@H]2[C@@H]([C@H]3CC[C@@]4(C(CCC[C@H]4[C@@H]3CC2)C(C)=O)C)CC1)C